N-(4-{[6-(5-Chloro-2-Fluorophenyl)-3-Methylpyridazin-4-yl]Amino}Pyridin-2-yl)-3-[4-(2-Methansulfonamidoethyl)Piperazin-1-yl]Propanamid ClC=1C=CC(=C(C1)C1=CC(=C(N=N1)C)NC1=CC(=NC=C1)NC(CCN1CCN(CC1)CCNS(=O)(=O)C)=O)F